2,5-difluoro-N-[4-(4,4,5,5-tetramethyl-1,3,2-dioxaborolan-2-yl)-2-fluorophenyl]benzenesulfonamide FC1=C(C=C(C=C1)F)S(=O)(=O)NC1=C(C=C(C=C1)B1OC(C(O1)(C)C)(C)C)F